(1aS,2R,3R,S,1aR)-8-(benzyloxy)-2,11-dimethyl-7,9-dioxo-N-(2,4,6-trifluorobenzyl)-1a,2,7,9,11,11a-hexahydro-1H-3,10-methanocyclopropa[g]pyrido[1,2-b][1,2,5]triazonine-6-carboxamide C(C1=CC=CC=C1)OC=1C(C(=CN2N3[C@@H]([C@@H]4C([C@@H](N(C(C21)=O)C3)C)C4)C)C(=O)NCC4=C(C=C(C=C4F)F)F)=O